N[C@@H]1CNC[C@H](C1)C (3S,5S)-3-amino-5-methylpiperidine